2-[6,7-dichloro-3-imidazol-1-yl-1-(2-trimethylsilylethoxymethyl)indol-4-yl]oxyacetonitrile ClC1=CC(=C2C(=CN(C2=C1Cl)COCC[Si](C)(C)C)N1C=NC=C1)OCC#N